C1(CC1)N1CC2(CN(C2)C(=O)C2=CC=C(C=C2)C2CC3(CC(C3)C#N)CCN2CC2=C3C=CNC3=C(C=C2C2CC2)C)C1 6-(4-(6-cyclopropyl-2,6-diazaspiro[3.3]heptane-2-carbonyl)phenyl)-7-((5-cyclopropyl-7-methyl-1H-indol-4-yl)methyl)-7-azaspiro[3.5]nonane-2-carbonitrile